1-(3-(6-aminopyridazin-3-yl)prop-2-ynyl)-3-(2,4-bis(trifluoromethyl)phenyl)-7-methyl-4,5-dihydro-1H-benzo[b]azepin-2(3H)-one NC1=CC=C(N=N1)C#CCN1C2=C(CCC(C1=O)C1=C(C=C(C=C1)C(F)(F)F)C(F)(F)F)C=C(C=C2)C